COC(C1CCN(CC1)C1=CC=C(C=C1)O)OC 4-(4-(Dimethoxymethyl)piperidin-1-yl)phenol